4-(methylbenzothioyl)phenylmethane CC1=C(C(=S)C2=CC=C(C=C2)C)C=CC=C1